O=C1OC2=CC(=CC=C2C(=C1)C1=C(C=CC=C1)C)CNC(=O)C1CCC(CC1)C(=O)OC methyl 4-(((2-oxo-4-(o-tolyl)-2H-chromen-7-yl)methyl)carbamoyl)cyclohexane-1-carboxylate